C(C(C)C)OP(=S)(S(=O)(=O)CC(C(=O)O)C)OCC(C)C 3-(diisobutoxy-thiophosphorylsulfonyl)-2-methyl-propionic acid